S1C(=NC=C1)[C@H](C)N1C=NC(=C1)C(=O)O 1-[(1S)-1-(1,3-thiazol-2-yl)ethyl]-1H-imidazole-4-carboxylic acid